6-[1-(5-chloro-2-methoxypyridine-3-sulfonyl)-5-fluoro-1H-indol-4-yl]quinazolin-2-amine ClC=1C=C(C(=NC1)OC)S(=O)(=O)N1C=CC2=C(C(=CC=C12)F)C=1C=C2C=NC(=NC2=CC1)N